4-fluoro-N,N-diisopropylaniline FC1=CC=C(N(C(C)C)C(C)C)C=C1